2-nitroterephthalic acid [N+](=O)([O-])C1=C(C(=O)O)C=CC(=C1)C(=O)O